C(CCCCC)OCOCCCC(CC(CC(C)[Mg]Cl)C)C 8-hexyloxymethoxy-1,3,5-trimethyloctyl-magnesium chloride